2-Benzoyl-1,3-cyclohexanedione C(C1=CC=CC=C1)(=O)C1C(CCCC1=O)=O